N1(CCOCC1)C(COC=1C=C(C=CC1)[C@@H](C)NC1=NC=NC=C1)=O N-[(1R)-1-{3-[(2-morpholin-4-yl-2-oxoethyl)oxy]phenyl}ethyl]pyrimidin-4-amine